C1(CC1)C1=NN(C=C1C1=NC2=CC=CC=C2N=C1)[C@@H]1C[C@H](C1)CNC=1C=C2C(N(C(C2=CC1)=O)C1C(NC(CC1)=O)=O)=O 5-(((trans-3-(3-cyclopropyl-4-(quinoxalin-2-yl)-1H-pyrazol-1-yl)cyclobutyl)methyl)amino)-2-(2,6-dioxopiperidin-3-yl)isoindoline-1,3-dione